(S)-N-(8,9-Difluoro-6-oxo-1,4,5,6-tetrahydro-2H-pyrano[3,4-c]isoquinolin-1-yl)-5,6-difluoro-N-methyl-1H-indole-2-carboxamide FC=1C(=CC=2C3=C(NC(C2C1)=O)COC[C@H]3N(C(=O)C=3NC1=CC(=C(C=C1C3)F)F)C)F